2-((7-methyl-5-(methylsulfonyl)-1H-indol-4-yl)methyl)-7-((1R,3R)-3-(methylamino)cyclobutoxy)-2H-indazole-6-carbonitrile CC=1C=C(C(=C2C=CNC12)CN1N=C2C(=C(C=CC2=C1)C#N)OC1CC(C1)NC)S(=O)(=O)C